C(C)OC=1C=C(C=CC1)/C=C/C(=O)C1=CC=C(C=C1)O (E)-3-(3-Ethoxyphenyl)-1-(4-hydroxyphenyl)prop-2-en-1-one